FC=1C=C2CCC(C2=CC1C(C)C)=O 5-fluoro-6-isopropyl-2,3-dihydro-1H-inden-1-one